C1=CC=C(C=C1)C#CC2=CC=C(C=C2)NC(=O)CNCC3=NC=CN3 2-[(imidazolylmethyl)amino]-N-[4-(2-phenylethynyl)phenyl]acetamide